OC1=NC(=NC(=C1)C)C1CCC(CC1)(C(=O)OC)OC Cis-methyl 4-(4-hydroxy-6-methylpyrimidin-2-yl)-1-methoxycyclohexanecarboxylate